6-(7-(4-(dimethylcarbamoyl)phenyl)-5-tosyl-5H-pyrrolo[2,3-b]pyrazin-2-yl)-8-methyl-3,4-dihydroisoquinoline-2(1H)-carboxylic acid tert-butyl ester C(C)(C)(C)OC(=O)N1CC2=C(C=C(C=C2CC1)C=1N=C2C(=NC1)N(C=C2C2=CC=C(C=C2)C(N(C)C)=O)S(=O)(=O)C2=CC=C(C)C=C2)C